COC1=NNC2=NC(=CN=C21)N2CCC1(CC(N(C1)C1=CC(=NC=C1)C(F)(F)F)=O)CC2 8-(3-methoxy-1H-pyrazolo[3,4-b]pyrazin-6-yl)-2-(2-(trifluoromethyl)pyridin-4-yl)-2,8-diazaspiro[4.5]decan-3-one